CN1N=CC2=CC(=CC=C12)C=1C(=C2C(=NC1)NC=C2)N2CCC1(CNC1=O)CC2 7-(5-(1-methyl-1H-indazol-5-yl)-1H-pyrrolo[2,3-b]pyridin-4-yl)-2,7-diazaspiro[3.5]nonan-1-one